5-(6-((4-chloro-2-fluorobenzyl)oxy)pyridin-2-yl)-2,4,5,6-tetrahydropyrrolo[3,4-c]pyrazole trihydrobromide Br.Br.Br.ClC1=CC(=C(COC2=CC=CC(=N2)N2CC3=NNC=C3C2)C=C1)F